3-Methyl-2-oxo-N-(6-(4-(trifluoromethyl)phenoxy)benzo[d][1,3]dioxol-4-yl)-imidazolidine-4-carboxamide CN1C(NCC1C(=O)NC1=CC(=CC=2OCOC21)OC2=CC=C(C=C2)C(F)(F)F)=O